FC1=CC(=CC2=CN(N=C12)C1CCN(CC1)C(=O)OC(C)(C)C)B1OC(C(O1)(C)C)(C)C tert-butyl 4-[7-fluoro-5-(4,4,5,5-tetramethyl-1,3,2-dioxaborolan-2-yl)indazol-2-yl]piperidine-1-carboxylate